tert-butyl ((3S,8R,9S,10S,13S,14S)-10,13-dimethylhexadecahydrospiro[cyclopenta[a]phenanthrene-17,2'-[1,3]dioxolan]-3-yl)carbamate C[C@]12[C@H]3CC[C@]4([C@H]([C@@H]3CCC2C[C@H](CC1)NC(OC(C)(C)C)=O)CCC41OCCO1)C